CN1[C@H]2[C@@](CCC1)(CCC2)COC=2N=C(C1=C(N2)C(=C(N=C1)C1=CC(=CC2=CC=C(C(=C12)C#C)F)O)F)N1CCOCCC1 4-(2-{[(4aS,7aR)-1-methyl-octahydro-1H-cyclopenta[B]pyridin-4a-yl]methoxy}-8-fluoro-4-(1,4-oxaazepan-4-yl)pyrido[4,3-d]pyrimidin-7-yl)-5-ethynyl-6-fluoronaphthalene-2-ol